5-Methyl-1,4-cyclooctanediol CC1C(CCC(CCC1)O)O